C(C)(C)(C)OC(CCOCCOCCOCCOCCN)=O.OC(C(O)NC(C=C)=O)NC(C=C)=O N,N'-(1,2-dihydroxyethylene)bis-acrylamide tert-butyl-1-amino-3,6,9,12-tetraoxapentadecan-15-oate